C(#N)C1=C(C=CC=C1)C(C(C)C=1N(C(C(=C(N1)C(=O)NC=1C=NOC1)OC)=O)C)C=1C=NN(C1)CCN(C)C 2-[1-(2-cyanophenyl)-1-[1-[2-(dimethylamino)ethyl]pyrazol-4-yl]propan-2-yl]-5-methoxy-1-methyl-N-(1,2-oxazol-4-yl)-6-oxopyrimidine-4-carboxamide